4-chloro-6-(4,4,5,5-tetramethyl-1,3,2-dioxaborolan-2-yl)quinoline ClC1=CC=NC2=CC=C(C=C12)B1OC(C(O1)(C)C)(C)C